ClC=1C=C(C=2N(N1)C=CN2)[C@@H]2[C@H](C2)C=2C=C(C#N)C=C(C2)F 3-[(1S,2S)-2-(6-chloroimidazo[1,2-b]pyridazin-8-yl)cyclopropyl]-5-fluoro-benzonitrile